(R)-1-(2-chlorophenyl)ethyl (4-(5-(methoxymethoxy)-6-methylpyridin-2-yl)-1-methyl-1H-pyrazol-5-yl)carbamate COCOC=1C=CC(=NC1C)C=1C=NN(C1NC(O[C@H](C)C1=C(C=CC=C1)Cl)=O)C